2,3,5,6-tetrakis(3-methyl-9H-carbazol-9-yl)-2'-(9H-pyrido[3,4-b]indol-9-yl)-[1,1'-biphenyl] CC=1C=CC=2N(C3=CC=CC=C3C2C1)C1=C(C(=C(C=C1N1C2=CC=CC=C2C=2C=C(C=CC12)C)N1C2=CC=CC=C2C=2C=C(C=CC12)C)N1C2=CC=CC=C2C=2C=C(C=CC12)C)C1=C(C=CC=C1)N1C2=C(C3=CC=CC=C13)C=CN=C2